(+-)-epoxypropanol C1(C(C)O1)O